2-Methyl-2-[32-methyl-20-oxo-8,9,10,21-tetraazahexacyclo[19.5.3.216,19.13,7.06,10.024,28]dotriaconta-1(26),3(32),4,6,8,16,18,24,27,30-decaen-2-yl]propanoic acid CC(C(=O)O)(C)C1C2=CC=C3CCN(C(C4=CC=C(CCCCCN5N=NC6=C5C=CC1=C6C)C=C4)=O)CC3=C2